F[B-](F)(F)F.C1(=C(C(=CC(=C1)C)C)[N+]=1N=C2COCCN2C1)C 2-mesityl-5,6-dihydro-8H-[1,2,4]triazolo[3,4-c][1,4]oxazin-2-ium tetrafluoroborate